C(C)(C)(C)OC(N(CC)C=1C=C(C=C2C3=C(NC12)N=CC(=C3Cl)Cl)F)=O.IC3=CC=C(N=N3)NC(CC3=CC(=CC=C3)OC(F)(F)F)=O N-(6-Iodopyridazin-3-yl)-2-(3-trifluoromethoxyphenyl)acetamide tert-butyl-(3,4-dichloro-6-fluoro-9H-pyrido[2,3-b]indol-8-yl)(ethyl)carbamate